4-(5-(3,5-dichlorophenyl)-5-(trifluoromethyl)-4,5-dihydroisoxazol-3-yl)-N-(5-(1,1-difluoroethyl)-1-(2,2,2-trifluoroethyl)-1H-1,2,4-triazol-3-yl)-2-methylbenzamide ClC=1C=C(C=C(C1)Cl)C1(CC(=NO1)C1=CC(=C(C(=O)NC2=NN(C(=N2)C(C)(F)F)CC(F)(F)F)C=C1)C)C(F)(F)F